FC(C1=CC(=CC2=C1N(C(=N2)N)C)CC=2C=NC=CC2)F 7-(difluoromethyl)-1-methyl-5-(3-pyridylmethyl)benzoimidazol-2-amine